5-((1-(5,6-Dihydro-4H-pyrrolo[1,2-b]pyrazol-2-yl)-2-oxo-1,2-dihydropyridin-3-yl)amino)-N-((1R,2R)-2-methoxycyclobutyl)-7-(methylamino)pyrazolo[1,5-a]pyrimidine-3-carboxamide N=1N2C(=CC1N1C(C(=CC=C1)NC1=NC=3N(C(=C1)NC)N=CC3C(=O)N[C@H]3[C@@H](CC3)OC)=O)CCC2